OC1=CC=C(C=C1)C[C@@H](C(=O)N[C@H](C(=O)N[C@H](C(=O)O)CCC(C)(C)C)[C@H](CC)C)NC(=O)[C@H]1CNCC1 (S)-2-((2S,3S)-2-((S)-3-(4-Hydroxyphenyl)-2-((R)-pyrrolidine-3-carboxamido)propanamido)-3-methylpentanamido)-5,5-dimethylhexanoic acid